(2r,3s,4s)-2,3,4,5-tetrahydroxyvaleraldehyde O[C@@H](C=O)[C@H]([C@H](CO)O)O